(R)-N2-(3,5-difluorophenyl)-N4-(3-methylbutan-2-yl)quinazoline-2,4-diamine FC=1C=C(C=C(C1)F)NC1=NC2=CC=CC=C2C(=N1)N[C@H](C)C(C)C